2-(4-propoxyphenyl)ethylmagnesium bromide C(CC)OC1=CC=C(C=C1)CC[Mg]Br